BrC=1C=NN2C1C=CC(=C2)C(=O)NCCNS(=O)(=O)C 3-bromo-N-(2-(methylsulfonamido)ethyl)pyrazolo[1,5-a]pyridine-6-carboxamide